OC1=CC=C(C(=O)O)C=C1I 4-hydroxy-5-iodo-benzoic acid